C1(CCCC1)N(C(=O)OCC1=C(C=NN1C)C1=CC=CC(=N1)C(F)F)C 6-(5-(((cyclopentyl(methyl)carbamoyl)oxy)methyl)-1-methyl-1H-pyrazol-4-yl)-2-(difluoromethyl)pyridin